Ethyl 4-((2-methyl-2H-tetrazol-5-yl) methoxy)-3-oxobutanoate CN1N=C(N=N1)COCC(CC(=O)OCC)=O